tert-butyl (8-oxo-6,7,8,9-tetrahydro-5H-pyrido[2,3-b]azepin-7-yl)carbamate O=C1C(CCC2=C(N1)N=CC=C2)NC(OC(C)(C)C)=O